ClC=1C=C(C=CC1OCC1=NC=CC=C1)NC1=C(C=NC2=CC(=C(C=C12)NC(\C=C\CN(C)C)=O)OCC)C#N (E)-N-(4-((3-chloro-4-(pyridin-2-ylmethoxy)phenyl)amino)-3-cyano-7-ethoxyquinolin-6-yl)-4-(dimethylamino)but-2-enamide